1-(bromomethyl)-2-chlorobenzen BrCC1=C(C=CC=C1)Cl